(R)-4-((1-(3-(difluoromethyl)-2-fluorophenyl)ethyl)amino)-6-(3-fluoropyridin-4-yl)-2-methoxy-8-methylpyrido[4,3-d]pyrimidin-7(6H)-one FC(C=1C(=C(C=CC1)[C@@H](C)NC=1C=2C(N=C(N1)OC)=C(C(N(C2)C2=C(C=NC=C2)F)=O)C)F)F